C1(CCCCC1)C1=NN(C=C1C(=O)NC1=CC(=CC=C1)NS(=O)(=O)C)C 3-cyclohexyl-1-methyl-N-(3-(methylsulfonamido)phenyl)-1H-pyrazole-4-carboxamide